tert-butyl (3-((3-(trifluoromethyl)phenoxy)methyl)cyclobutyl)carbamate FC(C=1C=C(OCC2CC(C2)NC(OC(C)(C)C)=O)C=CC1)(F)F